ClC=1C=C(C=2N(N1)C=CN2)[C@@H]2[C@H](C2)C2=C1C=CN=CC1=CC=C2 5-[(1S,2S)-2-(6-chloroimidazo[1,2-b]pyridazin-8-yl)cyclopropyl]isoquinoline